2-[7-[5-[(1R)-1-(3,5-dichloro-4-pyridyl)ethoxy]-1H-indazol-3-yl]-2,3-dihydro-pyrido[2,3-b][1,4]oxazin-1-yl]ethanol ClC=1C=NC=C(C1[C@@H](C)OC=1C=C2C(=NNC2=CC1)C1=CC2=C(OCCN2CCO)N=C1)Cl